tert-butyl (4-{4-[(2,6-dioxopiperidin-3-yl) amino] phenyl} piperidin-1-yl)carboxylate O=C1NC(CCC1NC1=CC=C(C=C1)C1CCN(CC1)C(=O)OC(C)(C)C)=O